F[C@H]1C[C@H](CO[C@@H]1CO)NC(OC(C)(C)C)=O tert-butyl ((3R,5S,6R)-5-fluoro-6-(hydroxymethyl)tetrahydro-2H-pyran-3-yl)carbamate